CC=1C=C2C=C3C(=NC2=CC1)SN=C3 6-methylisothiazolo[5,4-b]quinoline